C(C)(C)(C)NC(=O)C1=CC=CC2=CN(N=C12)C1=CC=C(C=C1)C1CNCCC1 N-(tert-butyl)-2-(4-(piperidin-3-yl)phenyl)-2H-indazole-7-carboxamide